4-((1R,5R)-2-acryloyl-2,6-diazabicyclo[3.2.0]hept-6-yl)-7-(8-chloro-7-fluoronaphthalen-1-yl)-6-fluoro-2-((tetrahydro-1H-pyrrolizin-7a(5H)-yl)methoxy)quinoline-3-acetonitrile C(C=C)(=O)N1[C@@H]2CN([C@@H]2CC1)C1=C(C(=NC2=CC(=C(C=C12)F)C1=CC=CC2=CC=C(C(=C12)Cl)F)OCC12CCCN2CCC1)CC#N